3-cyclopropyl-3,7-diazabicyclo[4.1.1]octan-4-one C1(CC1)N1CC2NC(CC1=O)C2